CN1C(NC2=C1C=CC(=C2)C(=O)O)=O 1-methyl-2-oxo-2,3-dihydro-1H-benzimidazole-5-carboxylic acid